2-(ethynylphenyl)nitrobenzene C(#C)C1=C(C=CC=C1)C1=C(C=CC=C1)[N+](=O)[O-]